OC[C@H]1NC[C@@H](N(C1)C1=CC(N(C=2C=CC(=NC12)C#N)C)=O)C 8-((2s,5s)-5-(hydroxymethyl)-2-methylpiperazin-1-yl)-5-methyl-6-oxo-5,6-dihydro-1,5-naphthyridine-2-carbonitrile